14,14,14-Trifluoro-(Z)-11-tetradecenyl acetate C(C)(=O)OCCCCCCCCCC\C=C/CC(F)(F)F